(αS)-α-methyl-4-(2-methylpropyl)-phenylacetic acid 3-amino-propyl ester NCCCOC([C@@H](C)C1=CC=C(C=C1)CC(C)C)=O